4,4'-diamino-2,2'-bis(trifluoro methyl)biphenylDilauryl oxide NC=1C2C(C(=CC1)C1=C(C=C(C=C1)N)C(F)(F)F)(CCCCCCCCCCCCOCCCCCCCCCCCC2)C(F)(F)F